C(/C)=C/1\C(N(CC1)C=C)=O (3E)-3-ethylidene-1-vinyl-2-pyrrolidone